2,3-dihydro-1,4-phthalazinedione sodium salt [Na].C1(NNC(C2=CC=CC=C12)=O)=O